6-bromo-quinolin-4(1H)-one BrC=1C=C2C(C=CNC2=CC1)=O